CN1N=C(C=C1C(=O)NC1=NNC(=C1)[C@H]1CCCO1)CCOC(F)(F)F (3r,5r)-5-(3-(1-methyl-3-(2-(trifluoromethoxy)ethyl)-1H-pyrazole-5-carboxamido)-1H-pyrazol-5-yl)tetrahydrofurane